COC=1C=2N(C=C(C1)C1=CC3=C(N(C(N3)=O)[C@H]3CN(CCC3)C)C=C1C(F)(F)F)N=CN2 (R)-5-(8-methoxy-[1,2,4]triazolo[1,5-a]pyridin-6-yl)-1-(1-methylpiperidin-3-yl)-6-(trifluoromethyl)-1,3-dihydro-2H-benzo[d]imidazol-2-one